N-(4-{[6-(5-chloro-2-fluoro-phenyl)-3-methoxypyridazin-4-yl]amino}pyridin-2-yl)-2-[4-(2,2,2-trifluoroethyl)piperazin-1-yl]acetamide ClC=1C=CC(=C(C1)C1=CC(=C(N=N1)OC)NC1=CC(=NC=C1)NC(CN1CCN(CC1)CC(F)(F)F)=O)F